bis(N,N,N-trimethylpropan-1-aminium) Chloride [Cl-].C[N+](CCC)(C)C.C[N+](CCC)(C)C.[Cl-]